BrC=1C=C(C(=C(C1)CC(=O)OCC)OC)C(F)(F)F ethyl 2-(5-bromo-2-methoxy-3-(trifluoromethyl)phenyl)acetate